N-(cyclobutylmethyl)-2-methoxybenzamide C1(CCC1)CNC(C1=C(C=CC=C1)OC)=O